BrCCCCCCC(=O)OC(CCCC)CCCC nonan-5-yl 7-bromoheptanoate